Cl.Cl.CC=1C(=C(C(=O)O)C=C(C1C1=CC=CC=2CNCSC21)F)N2CCOCC2 methyl-4-(3,4-dihydro-2H-1,3-benzothiazin-8-yl)-5-fluoro-2-morpholin-4-ylbenzoic acid dihydrochloride